FC1=C(C(=C(C=C1OC)OC)F)C1=CC2=C(N=C(N=C2)S(=O)(=O)C)C(=N1)C=1C=NN(C1)C 6-(2,6-difluoro-3,5-dimethoxyphenyl)-8-(1-methyl-1H-pyrazol-4-yl)-2-(methylsulfonyl)pyrido[3,4-d]pyrimidine